2-(2-(cyclopropanesulfonamido)thiazol-4-yl)-N-(4-(6-ethoxypyrazin-2-yl)-2-(trifluoromethyl)phenyl)-2-methoxyacetamide C1(CC1)S(=O)(=O)NC=1SC=C(N1)C(C(=O)NC1=C(C=C(C=C1)C1=NC(=CN=C1)OCC)C(F)(F)F)OC